(S)-4-(3-(2-(1-amino-1,3-dihydrospiro[indene-2,4'-piperidine]-1'-yl)-1-methyl-6-oxo-1,6-dihydropyrimidin-5-yl)prop-2-yn-1-yl)-2,6-dihydroxybenzonitrile N[C@@H]1C2=CC=CC=C2CC12CCN(CC2)C=2N(C(C(=CN2)C#CCC2=CC(=C(C#N)C(=C2)O)O)=O)C